1,1,1,3-tetra-fluoropropene FC(C=CF)(F)F